1-benzyl-4-(4-bromophenyl)piperidine-4-carboxylic acid C(C1=CC=CC=C1)N1CCC(CC1)(C(=O)O)C1=CC=C(C=C1)Br